C(C)(=O)OCCC1CCCCC1 cyclohexylethyl Acetate